5-fluoro-2-(((4-hydroxycyclohexyl)thio)methyl)-8-methylquinazolin-4(3H)-one FC1=C2C(NC(=NC2=C(C=C1)C)CSC1CCC(CC1)O)=O